tert-butyl {(3S)-1-[5-amino-1-(4-methoxybenzyl)-1H-pyrazolo[3,4-b]pyridin-4-yl]piperidin-3-yl}carbamate NC=1C(=C2C(=NC1)N(N=C2)CC2=CC=C(C=C2)OC)N2C[C@H](CCC2)NC(OC(C)(C)C)=O